(S)-2-(1-(6-fluoroquinazolin-2-yl)piperidin-4-yl)-N-(2-((6-oxo-5-(trifluoromethyl)-1,6-dihydropyridazin-4-yl)amino)propoxy)acetamide FC=1C=C2C=NC(=NC2=CC1)N1CCC(CC1)CC(=O)NOC[C@H](C)NC=1C=NNC(C1C(F)(F)F)=O